dichloro-triphenylphosphine ClC=1C(=C(C=CC1)P(C1=CC=CC=C1)C1=CC=CC=C1)Cl